ClC1=C(C=CC(=C1)N[C@H](C(C)C)C(=O)O[C@H](C1=CC(=CC=C1)OC1=CC=CC=C1)C#N)C(F)(F)F |&1:15| (RS)-α-Cyano-3-phenoxybenzyl N-(2-chloro-α,α,α-trifluoro-p-tolyl)-D-valinate